2-(4-tolyl)quinoxaline (11R)-tert-butyl-11-methyl-6,7,10,11-tetrahydro-5H-pyrido[2,3-c]pyrido[4',3':3,4]pyrazolo[1,5-a]azepine-12(13H)-carboxylate C(C)(C)(C)OC(=O)N1CC=2C(=NN3C2C2=C(CCC3)C=CC=N2)C[C@H]1C.C1(=CC=C(C=C1)C1=NC2=CC=CC=C2N=C1)C